2-(Dimethoxymethyl)-4,5-difluorobenzaldehyde COC(C1=C(C=O)C=C(C(=C1)F)F)OC